NCCCNC(=O)C1=CC=C(C=C1)C1=CC(=CC(=C1)N1N=NC(=C1)C1=CC=C(C=C1)C(F)(F)F)C(=O)O 4'-((3-Aminopropyl)carbamoyl)-5-(4-(4-(trifluoromethyl)phenyl)-1H-1,2,3-triazol-1-yl)-[1,1'-biphenyl]-3-carboxylic acid